C(C)(=O)OC1=CC2=CC(=C(C=C2C=C1Br)Br)OC(C)=O 3,6-dibromonaphthalene-2,7-diyl diacetate